3-(9-Acridinylamino)-5-(hydroxymethyl)aniline C1=CC=CC2=NC3=CC=CC=C3C(=C12)NC=1C=C(N)C=C(C1)CO